1,5-dibromo-2,4-xylene BrC1=C(C=C(C(=C1)Br)C)C